2-((3-(2-bromo-3-(1,4-benzodioxan-6-yl)anilino)isothiazolo[4,5-b]pyrazin-6-ylidene)amino)-2-methyl-3-hydroxypropionic acid BrC1=C(NC=2NSC=3C2N=CC(N3)=NC(C(=O)O)(CO)C)C=CC=C1C1=CC3=C(OCCO3)C=C1